2-((3aR,5s,6aS)-5-(2-fluorophenoxy)hexahydro-cyclopenta[c]pyrrol-2(1H)-yl)-1-(4-hydroxyphenyl)ethanone FC1=C(OC2C[C@@H]3[C@@H](CN(C3)CC(=O)C3=CC=C(C=C3)O)C2)C=CC=C1